BrC1=C(C(=C(C=C1)CN(C(=O)C=1C=NC(=CC1)C1CC1)C1=C(C=C(C=C1)F)S(=O)(=O)C)F)[N+](=O)[O-] N-[(4-bromo-2-fluoro-3-nitrophenyl)methyl]-6-cyclopropyl-N-(4-fluoro-2-methanesulfonylphenyl)pyridine-3-carboxamide